[Si](C1=CC=CC=C1)(C1=CC=CC=C1)(C(C)(C)C)O[C@@H]1C[C@@H](N(CC1)C(=O)OCC1=CC=CC=C1)C1=CC=C(C=C1)C(=O)OC |r| (±)-cis-benzyl 4-((tert-butyldiphenylsilyl)oxy)-2-(4-(methoxycarbonyl)phenyl)piperidine-1-carboxylate